C1(CC1)C1=CC(=CS1)C(=O)NCC=1C=NC=CC1C 5-cyclopropyl-N-[(4-methylpyridin-3-yl)methyl]thiophene-3-carboxamide